BrC1=CC2=CC3=C(OCC3)C=C2C12CCC1(CC2)OCCO1 6''-bromo-2'',3''-dihydrodispiro[[1,3]dioxolane-2,1'-cyclohexane-4',7''-indeno[5,6-b]furan]